5-((2-Methyl-4-(4-(trifluoromethyl)piperidin-1-yl)phenyl)amino)isoindoline-2-carboxamide ytterbium (III) trifurate hydrate O.O1C(=CC=C1)C(=O)[O-].O1C(=CC=C1)C(=O)[O-].O1C(=CC=C1)C(=O)[O-].[Yb+3].CC1=C(C=CC(=C1)N1CCC(CC1)C(F)(F)F)NC=1C=C2CN(CC2=CC1)C(=O)N